CC=1N=CSC1C1=CC=C(C=C1)[C@H](C)N1C(CCC1)C(=O)N ((s)-1-(4-(4-methylthiazol-5-yl)phenyl)ethyl)pyrrolidine-2-carboxamide